CC1=CC(=NC=C1C(F)(F)F)CNC(OC(C)(C)C)=O tert-butyl ((4-methyl-5-(trifluoromethyl)pyridin-2-yl)methyl)carbamate